BrC1=CC=2C(C3=CC(=CC=C3C2C=C1)Br)(CCC)CCC 2,7-dibromo-9,9-dipropylfluorene